methyl 2-cyclohexyl-3-[(2R)-2-(methanesulfonylcarbamoyl)-2-phenylethyl]-3H,6H,7H,8H,9H-imidazo[4,5-h]isoquinoline-8-carboxylate C1(CCCCC1)C1=NC2=C(C=CC=3CCN(CC23)C(=O)OC)N1C[C@@H](C1=CC=CC=C1)C(NS(=O)(=O)C)=O